2,6-dimethylpiperidinylacetic acid CC1N(C(CCC1)C)CC(=O)O